(4-methylpiperazin-1-yl)(5-(6-phenyl-1H-pyrrolo[2,3-b]pyridin-3-yl)pyrazolo[1,5-a]pyridin-3-yl)methanone CN1CCN(CC1)C(=O)C=1C=NN2C1C=C(C=C2)C2=CNC1=NC(=CC=C12)C1=CC=CC=C1